C(C)(C)OC1=NC=2N(C=C1C(=O)NC1=NN(C=C1)C)C=C(N2)C21OCC(CC2)(CC1)C 7-isopropoxy-N-(1-methyl-1H-pyrazol-3-yl)-2-(4-methyl-2-oxabicyclo[2.2.2]oct-1-yl)imidazo[1,2-a]pyrimidine-6-carboxamide